1-cyclopropylbut-3-yn-2-one C1(CC1)CC(C#C)=O